O1[C@H](COCC1)CNC1=C(C=C(C=C1[N+](=O)[O-])S(=O)(=O)N(C1=CC=C(C=C1)OC)C1=CC=C(C=C1)OC)O (S)-4-(((1,4-dioxan-2-yl)methyl)amino)-3-hydroxy-N,N-bis(4-methoxyphenyl)-5-nitrobenzenesulfonamide